2-[(3R)-4-{[2-(1-benzylpiperidin-4-yl)ethyl]carbamoyl}-3-methylpiperazin-1-yl]-N-(propan-2-yl)pyrimidine-5-carboxamide C(C1=CC=CC=C1)N1CCC(CC1)CCNC(=O)N1[C@@H](CN(CC1)C1=NC=C(C=N1)C(=O)NC(C)C)C